N-(4-((3-amino-5-methylpyridin-2-yl)oxy)phenyl)-N-methylbut-2-ynamide NC=1C(=NC=C(C1)C)OC1=CC=C(C=C1)N(C(C#CC)=O)C